CC(CCC/C=C\\C/C=C\\CCCCCCCC(=O)O)O The molecule is an (omega-1)-hydroxy-long-chain fatty acid that is the conjugate base of (9Z,12Z)-octadeca-9,12-dienoic acid which has been substituted at position 17 by a hydroxy group. It is an (omega-1)-hydroxy fatty acid, a long-chain fatty acid and a hydroxy polyunsaturated fatty acid. It is a conjugate acid of a (9Z,12Z)-17-hydroxyoctadeca-9,12-dienoate.